tin oxide acetate C(C)(=O)[O-].[Sn+2]=O.C(C)(=O)[O-]